(S,E)-4-(4'-((S)-2-amino-3-hydroxypropoxy)-[1,1'-biphenyl]-4-yl)-2-(2-((S)-1-hydroxyethyl)-1H-imidazol-1-yl)but-3-en-1-ol N[C@H](COC1=CC=C(C=C1)C1=CC=C(C=C1)/C=C/[C@@H](CO)N1C(=NC=C1)[C@H](C)O)CO